FC(CNC(=O)C1=NN=CN1)(C(F)(F)F)F N-(2,2,3,3,3-pentafluoropropyl)-4H-1,2,4-triazole-3-carboxamide